but-3-yn-1-yl {6-[{{[(Z)-(1-methyl-1H-tetrazol-5-yl)(phenyl)methylene]amino}oxy}methyl]pyridin-2-yl}carbamate CN1N=NN=C1\C(\C1=CC=CC=C1)=N/OCC1=CC=CC(=N1)NC(OCCC#C)=O